2-(4-ethoxyphenyl)-1-(3,4,5-trimethoxyphenyl)ethan-1-one C(C)OC1=CC=C(C=C1)CC(=O)C1=CC(=C(C(=C1)OC)OC)OC